C1[C@@H]([C@H](O[C@H]1N2C=CC(=NC2=O)N)COP(=O)(O)O)O The molecule is a pyrimidine 2'-deoxyribonucleoside 5'-monophosphate having cytosine as the nucleobase. It has a role as an Escherichia coli metabolite and a mouse metabolite. It is a 2'-deoxycytidine phosphate and a pyrimidine 2'-deoxyribonucleoside 5'-monophosphate. It is a conjugate acid of a 2'-deoxycytosine 5'-monophosphate(2-). It is an enantiomer of a 2-deoxy-5-O-phosphono-beta-L-ribofuranosylcytosine.